3,7-dibromonaphthalene-2,6-diol BrC=1C(=CC2=CC(=C(C=C2C1)O)Br)O